(R)-1-(2-chloro-5-(2-(2,5-difluorophenyl)-4-oxopyrrolidin-1-yl)pyrazolo[1,5-a]pyrimidin-3-yl)-3-cyclopropylthiourea ClC1=NN2C(N=C(C=C2)N2[C@H](CC(C2)=O)C2=C(C=CC(=C2)F)F)=C1NC(=S)NC1CC1